2-(((benzyloxy)carbonyl) amino)-3-(7-isopropoxythieno[3,2-b]pyridine-2-carboxamido)propanoate C(C1=CC=CC=C1)OC(=O)NC(C(=O)[O-])CNC(=O)C1=CC2=NC=CC(=C2S1)OC(C)C